C(C)(C)N1CCC(CC1)N1N=CC(=C1)NC1=NC=C(C(=N1)NCCCN1C(COCC1)=O)C(F)(F)F 4-(3-((2-((1-(1-isopropylpiperidin-4-yl)-1H-pyrazol-4-yl)amino)-5-(trifluoromethyl)pyrimidin-4-yl)amino)propyl)morpholin-3-one